methyl 1-((6-(1-(2,6-dichlorophenyl)azetidin-3-yl)-4,5-dimethylpyridin-3-yl)methyl)piperidine-4-carboxylate ClC1=C(C(=CC=C1)Cl)N1CC(C1)C1=C(C(=C(C=N1)CN1CCC(CC1)C(=O)OC)C)C